C(#N)C1=CC=C(N1C)CC(=O)OC Methyl (5-cyano-1-methyl-1H-pyrrol-2-yl)acetate